The molecule is a straight-chain saturated fatty acid anion that is the conjugate base of margaric acid, obtained by deprotonation of the carboxy group. It has a role as a mammalian metabolite. It is a long-chain fatty acid anion, a straight-chain saturated fatty acid anion and a fatty acid anion 17:0. It is a conjugate base of a heptadecanoic acid. CCCCCCCCCCCCCCCCC(=O)[O-]